(E)-N-(1-(benzyloxy)prop-2-ylidene)-2-methylpropane-2-sulfinamide C(C1=CC=CC=C1)OC\C(\C)=N\S(=O)C(C)(C)C